C1(CC(C=CCCC=CCCCC=C1)O)O 4,8,13-Cyclotetradecatriene-1,3-diol